(R)-1-(((6-(2-chloro-3-(2-(4-((((R)-2-hydroxypropyl)amino)methyl)-3-methoxyphenyl)-3-methylpyridin-4-yl)phenyl)-2-methoxypyridin-3-yl)methyl)amino)propan-2-ol ClC1=C(C=CC=C1C1=C(C(=NC=C1)C1=CC(=C(C=C1)CNC[C@@H](C)O)OC)C)C1=CC=C(C(=N1)OC)CNC[C@@H](C)O